FS(CC(C)(C1=CC=CC=C1)OCCCC#C)(F)(F)(F)F Pentafluoro-(2-(pent-4-yn-1-yloxy)-2-phenylpropyl)-λ6-sulphane